FC1(CC(C1)CCNC1=NC(=CC(=C1)N1[C@@H]([C@H](C1)CS(=O)(=O)C)C)N1N=CC=2C(=NC(=CC21)C=2C=NC=CC2OC)C)F N-(2-(3,3-difluorocyclobutyl)ethyl)-6-(6-(4-methoxypyridin-3-yl)-4-methyl-1H-pyrazolo[4,3-c]pyridin-1-yl)-4-((2R,3S)-2-methyl-3-((methylsulfonyl)methyl)azetidin-1-yl)pyridin-2-amine